C1=NC=CC2=C(C=CC=C12)C=1CCN(CC1)CC=1C=C2CN(C(C2=CC1)=O)C1C(NC(CC1)=O)=O 3-(5-((4-(isoquinolin-5-yl)-3,6-dihydropyridin-1(2H)-yl)methyl)-1-oxoisoindolin-2-yl)piperidine-2,6-dione